BrC=1C=C(C=CC1)C1(OCC1)CO (2-(3-bromophenyl)-oxetan-2-yl)methanol